C1(CC1)NC(C([C@H](CCC(C)(F)F)NC(=O)[C@H]1N(CC2(C1)CCCC2)C([C@H](C(C)(C)C)NC(OC)=O)=O)=O)=O Methyl ((S)-1-((S)-3-(((S)-1-(cyclopropylamino)-6,6-difluoro-1,2-dioxoheptan-3-yl)carbamoyl)-2-azaspiro[4.4]nonan-2-yl)-3,3-dimethyl-1-oxobutan-2-yl)carbamate